3-nitrophenyl-((2R,6s)-2,6-dimethylmorpholino)methanone (3R,4R)-tert-Butyl-3-azido-4-hydroxy-piperidine-1-carboxylate C(C)(C)(C)OC(=O)N1C[C@H]([C@@H](CC1)O)N=[N+]=[N-].[N+](=O)([O-])C=1C=C(C=CC1)C(=O)N1C[C@H](O[C@H](C1)C)C